4-chloro-1-(4,6-diisopropylpyrimidin-5-yl)-6-fluoro-7-(2-fluoro-6-methoxyphenyl)-3-nitro-1,8-naphthyridin-2(1H)-one ClC1=C(C(N(C2=NC(=C(C=C12)F)C1=C(C=CC=C1OC)F)C=1C(=NC=NC1C(C)C)C(C)C)=O)[N+](=O)[O-]